CC=1C=C(C=C(C1)C)S(=O)(=O)N1CCC2(CC(CO2)NC[C@@H](COC=2C=C(C=CC2)S(=O)(=O)NC)O)CC1 3-((2S)-3-(8-(3,5-dimethylphenylsulfonyl)-1-oxa-8-azaspiro[4.5]decan-3-ylamino)-2-hydroxypropoxy)-N-methylbenzenesulfonamide